2-Methyl-5-(3-(trifluoromethoxy)phenyl)-N-(3-(pyrrolidin-1-ylmethyl)-1,2,4-thiadiazol-5-yl)furan-3-carboxamide CC=1OC(=CC1C(=O)NC1=NC(=NS1)CN1CCCC1)C1=CC(=CC=C1)OC(F)(F)F